6-but-3-enyl-4-[6-(morpholine-4-carbonyl)-1H-benzoimidazol-4-yl]-1H-pyrrolo[2,3-c]pyridin-7-one C(CC=C)N1C(C2=C(C(=C1)C1=CC(=CC=3NC=NC31)C(=O)N3CCOCC3)C=CN2)=O